4-Amino-3-[6-(3-methoxyphenyl)pyridin-3-ylazo]naphthalin NC1=C(C=CC2=CC=CC=C12)N=NC=1C=NC(=CC1)C1=CC(=CC=C1)OC